FC1=C(C=CC(=C1F)F)B(O)O 2,3,4-trifluoro-phenyl-boronic acid